tert-butyl (1R,5S)-3-(7-chloro-8-fluoro-2-((1-(morpholinomethyl)cyclopropyl)methoxy)pyrido[4,3-d]pyrimidin-4-yl)-3,8-diazabicyclo[3.2.1]octane-8-carboxylate ClC1=C(C=2N=C(N=C(C2C=N1)N1C[C@H]2CC[C@@H](C1)N2C(=O)OC(C)(C)C)OCC2(CC2)CN2CCOCC2)F